OC1=C(C(=NC(=N1)N1CCOCC1)CNC(C1=NC=C(C=C1)OC)=O)C N-((6-hydroxy-5-methyl-2-morpholinopyrimidin-4-yl)methyl)-5-methoxypicolinamide